NC1=NC=CC(=C1Cl)SC=1C=2N(C(=NC1)N1CCC3([C@@H](COC3)N)CC1)C=CN2 (S)-8-(8-((2-amino-3-chloropyridin-4-yl)thio)imidazo[1,2-c]pyrimidin-5-yl)-2-oxa-8-azaspiro[4.5]decan-4-amine